PHOSPHONOACETATE P(=O)(O)(O)CC(=O)[O-]